[N+](=O)([O-])C1=CC2=CN(N=C2C=C1)CC=1C=NC=CC1 5-Nitro-2-(pyridin-3-ylmethyl)-2H-indazole